N1=C(N=CC2=CC=CC=C12)N[C@H]1CN(CC1)C1=NC=NC2=CC(=CC=C12)NC(C=C)=O (R)-N-(4-(3-(quinazolin-2-ylamino)pyrrolidin-1-yl)quinazolin-7-yl)acrylamide